Methyl α-triethylsilylpropionate C(C)[Si](C(C(=O)OC)C)(CC)CC